C1(=CC=C(C=C1)CN1C=CC2=C(C=CC(=C12)C(=O)NC1CC2(CCC2)C1)F)C1=CC=CC=C1 (Ra)-6-(1-([1,1'-Biphenyl]-4-ylmethyl)-4-fluoro-1H-indol-7-carboxamido)spiro[3.3]heptan